S1C(=CC=C1)C1=NC2=C(NCC1)C=CC=C2 4-(thiophen-2-yl)-2,3-dihydro-1H-1,5-benzodiazepine